NC=1C(=C(C=C2C=C(N=CC12)NC(=O)NC1COCC1)C=1C=NC=2CCCNC2C1C)F 1-(8-Amino-7-fluoro-6-(4-methyl-5,6,7,8-tetrahydro-1,5-naphthyridin-3-yl)isoquinolin-3-yl)-3-(tetrahydrofuran-3-yl)urea